hydroxyquinolinyl-ethanone OCC(=O)C1=NC2=CC=CC=C2C=C1